N,N-dimethyl-4-(pyrrolidin-1-yl)aniline CN(C1=CC=C(C=C1)N1CCCC1)C